(2S,3S,4R,5R)-N-ethyl-3,4-dihydroxyl-5-(2-(2-methoxyphenyl)-6-(methylamino)-9H-purin-9-yl)tetrahydrofuran-2-carboxamide C(C)NC(=O)[C@H]1O[C@H]([C@@H]([C@@H]1O)O)N1C2=NC(=NC(=C2N=C1)NC)C1=C(C=CC=C1)OC